tert-butyl 2-(4-fluorophenyl)-4-(3-methoxy-3-oxopropyl)-1H-pyrrole-1-carboxylate FC1=CC=C(C=C1)C=1N(C=C(C1)CCC(=O)OC)C(=O)OC(C)(C)C